C(#N)[C@H]1N(CSC1)C(CNC(=O)C1=CC=NC2=CC=C(C=C12)N1C(COCC1)(C)C)=O (R)-N-(2-(4-cyanothiazolidin-3-yl)-2-oxoethyl)-6-(3,3-dimethylmorpholino)-quinoline-4-carboxamide